2-{2-[(4-methylquinazolin-2-yl)amino]-3-{[2-(trimethylsilyl)ethoxy]methyl}imidazol-4-yl}acetaldehyde CC1=NC(=NC2=CC=CC=C12)NC1=NC=C(N1COCC[Si](C)(C)C)CC=O